1-(2-Cyclopropyl-4-methyl-3-pyridinyl)-6-fluoro-7-(2-fluoro-6-hydroxyphenyl)-4-((2S)-2-methyl-4-(2-propenoyl)-1-piperazinyl)pyrido[2,3-d]pyrimidin-2(1H)-one C1(CC1)C1=NC=CC(=C1N1C(N=C(C2=C1N=C(C(=C2)F)C2=C(C=CC=C2O)F)N2[C@H](CN(CC2)C(C=C)=O)C)=O)C